CN1C=NC=C(C1=O)C1CN(C1)C(=O)OC(C)(C)C tert-butyl 3-(1-methyl-6-oxo-1,6-dihydropyrimidin-5-yl)azetidine-1-carboxylate